C1(=CC=CC=C1)NC(=O)C1CC12CCN(CC2)C(=O)OC(C(F)(F)F)C(F)(F)F 1,1,1,3,3,3-hexafluoropropan-2-yl (+)-1-(phenylcarbamoyl)-6-azaspiro[2.5]octane-6-carboxylate